CN(C(=O)C1NC=2N(C1)C(=C(N2)C2=NC(=CC=C2)C)C2=CC=1C=NC=CC1S2)C N,N-Dimethyl-6-(6-methylpyridin-2-yl)-5-{thieno[3,2-c]pyridin-2-yl}-1H,2H,3H-imidazo[1,2-a][1,3]diazole-2-carboxamide